COC1=CC=C(C=C1)C1=CC2=C(N=CN=C2N(CC2CCOCC2)C)N1 6-(4-Methoxyphenyl)-N-methyl-N-((tetrahydro-2H-pyran-4-yl)methyl)-7H-pyrrolo[2,3-d]pyrimidin-4-amine